N4,N4-dimethyl-1H-pyrazole-4,5-diamine CN(C=1C=NNC1N)C